FC1=CC(=CC2=CN(N=C12)C1CCN(CC1)C(=O)OC(C)(C)C)C1=CC2=CN(N=C2C(=C1)F)C tert-butyl 4-{7,7'-difluoro-2'-methyl-[5,5'-biindazol]-2-yl}piperidine-1-carboxylate